5-(1-(((R)-1-phenylethyl)amino)-2,3,4,9-tetrahydro-1H-carbazol-7-yl)isoindolin-1-one C1(=CC=CC=C1)[C@@H](C)NC1CCCC=2C3=CC=C(C=C3NC12)C=1C=C2CNC(C2=CC1)=O